ClC1=NC(=NC(=C1)C)C(C)(F)F 4-chloro-2-(1,1-difluoroethyl)-6-methyl-pyrimidine